tert-butyl (1R,5S)-2-(1-hydroxyl-2-(Methoxymethoxy)ethyl)-3,8-diazabicyclo[3.2.1]octane-8-carboxylate OC(COCOC)C1[C@H]2CC[C@@H](CN1)N2C(=O)OC(C)(C)C